O=C1C2=C(C=NN1CC(=O)N[C@@H](C)C1=CC=C(C=C1)C(F)(F)F)SC=C2 (S)-2-(4-oxothieno[2,3-d]pyridazin-5(4H)yl)-N-(1-(4-(trifluoromethyl)phenyl)ethyl)acetamide